CN1N=C(C(=C1C)N)C 1,3,5-Trimethyl-pyrazol-4-amine